tert-butyl-1-N-(4-(tert-butyl)phenyl)cyclohexane-1,4-diamine C(C)(C)(C)C1(CCC(CC1)N)NC1=CC=C(C=C1)C(C)(C)C